FC1(N(C(C(C(C1(F)F)(F)F)(F)F)(F)F)C1(C(C(C(C(C1(F)F)(F)F)(F)F)(F)F)(F)F)F)C(F)(F)F Perfluoromethylcyclohexylpiperidin